BrC=1C=NN2C1N=C(C=C2CS(=O)(=O)C)N2[C@@H](COCC2)C (R)-4-(3-bromo-7-((methylsulfonyl)methyl)pyrazolo[1,5-a]pyrimidin-5-yl)-3-methylmorpholine